C1(CC1)N(CCCC)C(=O)C1=C(C=CC=C1)F (2R)-4-{cyclopropyl[(2-fluorophenyl)carbonyl]amino}butan